O1CCC(CC1)C=1C=C2CCCC(C2=CC1)CN [6-(Oxacyclohex-4-yl)-1,2,3,4-tetrahydronaphthalen-1-yl]methylamine